N(=O)[O-].[Ni+2].NC1=CC=C(OC2(CC=CC=C2)C2=CC=C(C=C2)OC2=CC=C(C=C2)N)C=C1.N(=O)[O-] 1,4'-bis(4-aminophenoxy)biphenyl Nickel(II) nitrit